C1(=CC=C(C=C1)S(=O)(=O)O[C@@H]1CN(CC1)C(=O)OCC1=CC=CC=C1)C benzyl (3S)-3-(p-tolylsulfonyloxy)pyrrolidine-1-carboxylate